C(CC)(=O)OCCC(CCCCCCCCCCCCCCC)C1=CC(=C(C(=C1)C(C)(C)C)O)C(C)(C)C 3-(3,5-di-tert-butyl-4-hydroxyphenyl)stearyl propionate